(1-methanesulfonylazetidin-3-yl)methanol CS(=O)(=O)N1CC(C1)CO